3-[3-[(3R)-3-[4-amino-3-(4-phenoxyphenyl)pyrazolo[3,4-d]pyrimidin-1-yl]-1-piperidinyl]azetidin-1-yl]azetidine-1-carboxylic acid tert-butyl ester C(C)(C)(C)OC(=O)N1CC(C1)N1CC(C1)N1C[C@@H](CCC1)N1N=C(C=2C1=NC=NC2N)C2=CC=C(C=C2)OC2=CC=CC=C2